2-chloro-6-[6-fluoro-5-[(6-methylpyridazin-3-yl)amino]benzimidazol-1-yl]-3-pyridyl-ethanone ClC1=NC(=CC=C1C(C)=O)N1C=NC2=C1C=C(C(=C2)NC=2N=NC(=CC2)C)F